7-epoxyheptyl α-ethylacrylate C(C)C(C(=O)OC1C(CCCCC)O1)=C